oxo-4,5,6,7-tetrahydropyrazolopyridineamide O=C1NC2=C(CC1)NN=C2C(=O)N